CS(=O)(=O)OCC1=C(C=C(C(=C1)C)Br)F 4-bromo-2-fluoro-5-methylbenzyl methanesulfonate